ClC1=C(C=CC=C1)C1=C(C(=CC=C1)C1=CC2=C(CNCCC2)C=C1)C 7-(2'-Chloro-2-methyl-[1,1'-biphenyl]-3-yl)-2,3,4,5-tetrahydro-1H-benzo[c]azepine